ClC1=CC=C(C=C1)N(S(=O)(=O)C(F)(F)F)S(=O)(=O)C(F)(F)F N-(4-chlorophenyl)-1,1,1-trifluoro-N-((trifluoromethyl)sulfonyl)methanesulfonamide